diethyl (2-(3-(benzyloxy)phenyl)-2-cyclopropylethyl)phosphonate C(C1=CC=CC=C1)OC=1C=C(C=CC1)C(CP(OCC)(OCC)=O)C1CC1